CC[C@H]1CCC[C@H](CC[C@@H]([C@H](C(=O)NCCC1)C)O[C@H]2[C@@H]([C@@H]([C@@H]([C@@H](O2)C)O)NC)O)C The molecule is a lactam that is 4-hydroxyazacyclotetradecan-2-one substituted by an ethyl group at position 11, methyl group at positions 3 and 7 and a 3,6-dideoxy-3-(methylamino)-alpha-L-talopyranosyl moiety at position 4 via a glycosyl linkage (the 3R,4S,7R,11S stereoisomer). It is isolated from the fermentation broth of Nonomuraea turkmeniaca MA7364 and exhibits anthelminthic activity. It has a role as a metabolite and an anthelminthic drug. It is an aminoglycoside, a lactam and a macrocycle. It derives from a fluvirucin A1.